COC1=C(C=CC=C1)NC(NC=1C=CC2=C(N=C(S2)NS(=O)(=O)C2=CC=C(C=C2)C)C1)=O N-(5-(3-(2-methoxyphenyl)ureido)benzo[d]thiazol-2-yl)-4-methylbenzenesulfonamide